(4-(benzo[d]thiazol-2-yl)phenyl)boric acid S1C(=NC2=C1C=CC=C2)C2=CC=C(C=C2)OB(O)O